B([O-])([O-])[O-].[Mn+2].[Ni+2] nickel manganese borate